N-tert-Butyl-5-[[2-(5-chloro-2-hydroxy-phenyl)acetyl]amino]thiophene-3-carboxamide C(C)(C)(C)NC(=O)C1=CSC(=C1)NC(CC1=C(C=CC(=C1)Cl)O)=O